BrC1=C(C(=CC=C1)C)Cl 1-bromo-2-chloro-3-methylbenzene